2-[[6-chloro-5-(trifluoromethyl)pyridazin-3-yl]-methyl-amino]thiazole-4-carboxylic acid methyl ester COC(=O)C=1N=C(SC1)N(C)C=1N=NC(=C(C1)C(F)(F)F)Cl